N-(6-chloro-4-methoxypyridin-3-yl)-3-(2-isopropylphenyl)-1-(oxetan-3-yl)azetidine-3-carboxamide ClC1=CC(=C(C=N1)NC(=O)C1(CN(C1)C1COC1)C1=C(C=CC=C1)C(C)C)OC